2-(3,5-dimethoxy-4-methylphenyl)-4,4,5,5-tetramethyl-1,3,2-dioxaborolane COC=1C=C(C=C(C1C)OC)B1OC(C(O1)(C)C)(C)C